FC(C(=O)O)(F)F.FC1=C(C=C(C=C1)CN)O[C@@H]1CN(C[C@H](C1)C1=C(C=CC=C1)F)S(=O)(=O)C trans-(4-Fluoro-3-((5-(2-fluorophenyl)-1-(methylsulfonyl)piperidin-3-yl)oxy)phenyl)methanamine 2,2,2-trifluoroacetate